ClC1=CC=C(C(=N1)OCC1=CC=C(C=C1)OC)C(F)(F)F 6-chloro-2-((4-methoxybenzyl)oxy)-3-(trifluoromethyl)pyridine